(R)-4-(4-methoxy-2-methylthieno[3,2-e]benzofuran-7-yl)-2-methyl-4-oxobutanoic acid COC1=CC2=C(C=3C=C(OC31)C)C=C(S2)C(C[C@H](C(=O)O)C)=O